C(O)(O)=O.CC(CO)(C)O 2-methyl-1,2-propanediol carbonate